C(C)N(CCC[Sn](C)(CCCN(CC)CC)CCCN(CC)CC)CC Tris(3-diethylaminopropyl)methyl-tin